2-(2'-hydroxy-5'-methacrylyloxypropyl-3-tert-butylphenyl)-5-chloro-2H-benzotriazole OC1=C(C=C(C=C1C(C)(C)C)CCCOC(C(=C)C)=O)N1N=C2C(=N1)C=CC(=C2)Cl